C(C)(C)(C)OC(=O)N1CC(CCC1)CC=1C2=C(N=C(N1)NC=1C=NN(C1)C)N(C=C2C2CC2)COCC[Si](C)(C)C 3-((5-cyclopropyl-2-((1-methyl-1H-pyrazol-4-yl)amino)-7-((2-(trimethylsilyl)ethoxy)methyl)-7H-pyrrolo[2,3-d]Pyrimidin-4-yl)methyl)piperidine-1-carboxylic acid tert-butyl ester